CN1CCN(CC1)C1=NC=NC2=CC=C(C=C12)C1=CNC2=NC=C(C=C21)C(=O)NC2CCN(CC2)C 3-(4-(4-methylpiperazin-1-yl)quinazolin-6-yl)-N-(1-methylpiperidin-4-yl)-1H-pyrrolo[2,3-b]pyridine-5-carboxamide